(-)-7-(Naphthalen-2-yl)-2-phenyl-4,5,6,7-tetrahydropyrazolo[1,5-a]pyrimidine C1=C(C=CC2=CC=CC=C12)C1CCNC=2N1N=C(C2)C2=CC=CC=C2